tert-Butylazodicarboxylate C(C)(C)(C)OC(=O)N=NC(=O)[O-]